5-bromo-1-cyclopropylmethyl-1H-indole-3-carbonitrile BrC=1C=C2C(=CN(C2=CC1)CC1CC1)C#N